4-[(3S)-3-amino-3-methylpyrrolidin-1-yl]-5-(3,5-difluorophenyl)-N-[(1-hydroxycyclopentyl)methyl]-6-methylpyridine-3-carboxamide N[C@@]1(CN(CC1)C1=C(C=NC(=C1C1=CC(=CC(=C1)F)F)C)C(=O)NCC1(CCCC1)O)C